2-[11-ethyl-9-(3-hydroxypropyl)-1,9-diazatricyclo[6.3.1.04,12]dodeca-2,4(12),5,7-tetraen-2-yl]-7-methoxy-1-prop-2-ynyl-benzimidazole-5-carboxylic acid C(C)C1CN(C2=CC=CC=3C=C(N1C32)C3=NC2=C(N3CC#C)C(=CC(=C2)C(=O)O)OC)CCCO